tert-butyl N-(2-{[(3-{10-[(tert-butyldimethylsilyl) oxy] spiro[4.5]dec-7-en-7-yl}-1-(oxacyclohex-2-yl) pyrazol-4-yl) methyl] (methyl) amino} ethyl)-N-methylcarbamate [Si](C)(C)(C(C)(C)C)OC1CC=C(CC12CCCC2)C2=NN(C=C2CN(CCN(C(OC(C)(C)C)=O)C)C)C2OCCCC2